C(#N)CNCCN1C(N(CC1)CCNCCN(CC#N)CC#N)=O 2,2'-((2-((2-(3-(2-((cyanomethyl)amino)ethyl)-2-oxoimidazolidin-1-yl)ethyl)amino)ethyl)azanediyl)diacetonitrile